C(C1=CC=CC=C1)(C1=CC=CC=C1)N1CC(C1)N1CC2=CN=CC=C2CC1 2-(1-benzhydryl-azetidin-3-yl)-1,2,3,4-tetrahydro-2,7-naphthyridine